4-Methyl-3-{4-[5-(4-methyl-isoxazol-5-yl)-pyridin-3-yl]-pyrimidin-2-ylamino}-N-[4-(1-methyl-piperidin-4-yl)-2-trifluoromethyl-phenyl]-benzamide CC1=C(C=C(C(=O)NC2=C(C=C(C=C2)C2CCN(CC2)C)C(F)(F)F)C=C1)NC1=NC=CC(=N1)C=1C=NC=C(C1)C1=C(C=NO1)C